C(C)C1=CC2=C(O1)C(C1=CC=CC=C1C2=O)=O 2-ethyl-naphtho[2,3-b]Furan-4,9-dione